ClC1=NC=C(C=C1B(O)O)OC (2-chloro-5-methoxy-pyridin-3-yl)boronic acid